5-chloro-N-[3-fluoro-4-(2-{1H-pyrazolo[4,3-c]pyridin-4-yl}ethynyl)pyridin-2-yl]-2-methoxypyridine-3-sulfonamide ClC=1C=C(C(=NC1)OC)S(=O)(=O)NC1=NC=CC(=C1F)C#CC1=NC=CC2=C1C=NN2